C(#C)N1N=CC2=CC(=CC=C12)N ethynyl-1H-indazole-5-amine